C(CC)OC1CNCCC1 3-propoxypiperidine